2,3,4,5,6-pentafluorophenyl 7-cyclobutyl-4-(difluoromethyl)-2-methoxyquinoline-3-carboxylate C1(CCC1)C1=CC=C2C(=C(C(=NC2=C1)OC)C(=O)OC1=C(C(=C(C(=C1F)F)F)F)F)C(F)F